O\N=C(/N)\C1=NC=CC(=N1)C(F)(F)F (Z)-N'-hydroxy-4-(trifluoromethyl)pyrimidine-2-carboximidamide